ClC=1C=C(C=NC1)C1=NC(=C2N=CN(C2=N1)[C@H]1[C@@H]([C@@H]([C@H](O1)C(=O)NC([2H])([2H])[2H])O)O)NCC1=CC(=CC=C1)CC (2s,3s,4r,5r)-5-(2-(5-chloropyridin-3-yl)-6-((3-ethylbenzyl)amino)-9H-purin-9-yl)-3,4-dihydroxy-N-(methyl-d3)-tetrahydrofuran-2-carboxamide